tert-butyl (3R)-3-[(E)-4-benzyloxybut-1-enyl]piperidine-1-carboxylate C(C1=CC=CC=C1)OCC/C=C/[C@@H]1CN(CCC1)C(=O)OC(C)(C)C